N-(6-amino-5-methylpyridin-3-yl)-2-(4-isobutyryl-2-(2-oxo-1,2,3,4-tetrahydroquinolin-6-yl)piperidin-1-yl)-2-oxoacetamide NC1=C(C=C(C=N1)NC(C(=O)N1C(CC(CC1)C(C(C)C)=O)C=1C=C2CCC(NC2=CC1)=O)=O)C